ClC1=CC=NC2=C3N=CC=C(C3=CC=C12)Cl 4,7-dichloro-phenanthroline